Benzyl 4-[3-[[1-(2,6-dioxo-3-piperidyl)-3-methyl-2-oxo-benzimidazol-4-yl]methyl] cyclobutoxy]piperidine-1-carboxylate O=C1NC(CCC1N1C(N(C2=C1C=CC=C2CC2CC(C2)OC2CCN(CC2)C(=O)OCC2=CC=CC=C2)C)=O)=O